2,3,4,6-tetrafluorobenzene-1-sulfonyl chloride FC1=C(C(=CC(=C1F)F)F)S(=O)(=O)Cl